CC1=C(N=NC(=C1C)N1CC=2C=C(C=NC2CC1)C1=CN=CS1)C#N 4,5-Dimethyl-6-(3-thiazol-5-yl-7,8-dihydro-5H-1,6-naphthyridin-6-yl)pyridazine-3-carbonitrile